NC1C(C2CCC(C1)O2)O 3-amino-8-oxabicyclo[3.2.1]octan-2-ol